OC1CC2CCC(C1)N2C2=C(C=C1C(=N2)N=C(S1)N1CCOCC1)NC(=O)C=1N=C(OC1)C1=CC(=NC=C1)C N-(5-(3-hydroxy-8-azabicyclo[3.2.1]octan-8-yl)-2-morpholinothiazolo[4,5-b]pyridin-6-yl)-2-(2-methylpyridin-4-yl)oxazole-4-carboxamide